[Br-].[NH4+].OCCN1CN(C=C1)C=C 1-(2-hydroxyethyl)-3-vinylimidazole ammonium bromide